The molecule is a phosphatidylcholine 40:1 in which the acyl groups specified at positions 1 and 2 are hexadecanoyl and (15Z)-tetracosenoyl respectively. It derives from a hexadecanoic acid and a (15Z)-tetracosenoic acid. CCCCCCCCCCCCCCCC(=O)OC[C@H](COP(=O)([O-])OCC[N+](C)(C)C)OC(=O)CCCCCCCCCCCCC/C=C\\CCCCCCCC